4-(2,3-dihydro-4H-benzo[b][1,4]oxazin-4-yl)phenol O1C2=C(N(CC1)C1=CC=C(C=C1)O)C=CC=C2